N[12C@@H]([12CH2][12CH2][12CH2]N[12C](N)=N)[12C](=O)O [12C6]-L-arginine